4-(tert-butyl)-5-methyl-1H-1,2,3-triazol C(C)(C)(C)C=1N=NNC1C